6-(1-((tert-butoxycarbonyl)amino)cyclopropyl)-2-morpholinopyrimidin-4-yl trifluoromethanesulfonate FC(S(=O)(=O)OC1=NC(=NC(=C1)C1(CC1)NC(=O)OC(C)(C)C)N1CCOCC1)(F)F